CC=1OC(=C(C1C)C)C 2,3,4,5-tetramethylfuran